ClC1=CC=C(C=C1)C1=NN(C(C2=CC=CC=C12)=O)NC(CC1(CCCC1)C(F)(F)F)=O N-[4-(4-chlorophenyl)-1-oxophthalazin-2(1H)-yl]-2-[1-(trifluoromethyl)cyclopentyl]acetamide